COC1CCC(CC1)OC1=CC=CC=N1 6-(((1r,4r)-4-methoxycyclohexyl)oxy)pyridin